3-iodo-4,6-dichloro-1H-pyrazolo[3,4-d]pyridine IC1=NNC2=CC(=NC(=C21)Cl)Cl